5-(trifluoromethyl)tetrahydrofuran-3-carboxylic acid FC(C1CC(CO1)C(=O)O)(F)F